CC1(NC(CC(C1)OC(CCCCCCCCC(=O)OC1CC(NC(C1)(C)C)(C)C)=O)(C)C)C bis(2,2,6,6-tetramethyl-4-piperidinyl)-sebacate